C(C1=CC=CC=C1)(=O)N1CC2(CC(NC2=O)=O)CC1 7-Benzoyl-2,7-diazaspiro[4.4]nonane-1,3-dione